[C-]1(C=CC=C1)C(C)O.[CH-]1C=CC=C1.[Fe+2] ferrocenyl-ethanol